2-(imidazol-4-yl)pyrimidin-4(1H)-imine N1C=NC(=C1)C=1NC=CC(N1)=N